(E)-3-(4-bromophenyl)-1-(6-Chloro-4-hydroxy-2-methoxypyridin-3-yl)prop-2-en-1-one BrC1=CC=C(C=C1)/C=C/C(=O)C=1C(=NC(=CC1O)Cl)OC